(6-oxa-1-azaspiro[3.3]Hept-1-yl)methanone N1(CCC12COC2)C=O